NC1=NC2=NC=C(N=C2C(=N1)N)CN(C1=CC=C(C(=O)N[C@@H](CCC(NCCOCCOCCOCCNC(OC(C)(C)C)=O)=O)C(=O)OC)C=C1)C methyl (S)-21-(4-(((2,4-diaminopteridin-6-yl)methyl)(methyl)amino)benzamido)-2,2-dimethyl-4,18-dioxo-3,8,11,14-tetraoxa-5,17-diazadocosan-22-oate